N-[(2R)-2,3-Dihydroxypropoxy]-3,4-difluoro-2-(2-fluoro-4-iodoanilino)benzamide O[C@@H](CONC(C1=C(C(=C(C=C1)F)F)NC1=C(C=C(C=C1)I)F)=O)CO